C(C)OC1=NC=CC=C1C1=CC(=C2C(=N1)C(=NN2C(C)C)C)NCC2=NC=CC(=C2)OC 5-(2-ethoxy-3-pyridyl)-1-isopropyl-N-[(4-methoxy-2-pyridyl)methyl]-3-methyl-pyrazolo[4,3-b]pyridin-7-amine